ClC=1C=C(C(=C(C1)OC(C1=CN=CC=C1)=O)OC(C(C)C)=O)C=NC(C(=O)OC)CC1=CC=C(C=C1)O 5-chloro-3-((3-(4-hydroxyphenyl)-1-methoxy-1-oxopropan-2-ylimino)methyl)-2-(isobutyryloxy)phenyl-nicotinate